N=1N(N=C2C1C=CC=C2)C=2C=C(C=C(C2O)C(C)CC)S(=O)(=O)[O-].[Na+] sodium 3-(benzotriazol-2-yl)-5-butan-2-yl-4-hydroxybenzenesulfonate